NCC(=O)N1C(C2=C(NC=3C(=C(C=CC23)Cl)Cl)CC1)C 2-amino-1-(6,7-dichloro-1-methyl-1,3,4,5-tetrahydro-2H-pyrido[4,3-b]indol-2-yl)ethan-1-one